N-(5-chloro-6-methoxypyridin-3-yl)-2-ethoxy-6-hydroxybenzamide ClC=1C=C(C=NC1OC)NC(C1=C(C=CC=C1O)OCC)=O